(S,Z)-methyl 5-(4-(benzyloxy)phenyl)-2-((tert-butoxycarbonyl)amino)pent-4-enoate C(C1=CC=CC=C1)OC1=CC=C(C=C1)\C=C/C[C@@H](C(=O)OC)NC(=O)OC(C)(C)C